N1=C(N=CC=C1)N1C(=CC2=CC=CC=C12)CNS(=O)(=O)C1=CC=C(C)C=C1 1-(2-pyrimidinyl)-2-p-toluenesulfonylaminomethylindole